FC1=C(C=CC(=C1)F)CN(C(=O)NCC1=CC=C(C=C1)OCC(CCCC)CC)C1CCN(CC1)C 1-[(2,4-difluorophenyl)methyl]-3-({4-[(2-ethylhexyl)oxy]phenyl}methyl)-1-(1-methylpiperidin-4-yl)urea